[5-(difluoromethoxy)-1-methyl-3-(trifluoromethyl)-1H-pyrazol-4-yl] methyl-methanesulfonate CCS(=O)(=O)OC=1C(=NN(C1OC(F)F)C)C(F)(F)F